tert-butyl (1-(1-(4-cyano-3-fluorophenyl)-7-(2-fluoro-6-(trifluoromethyl)phenyl)isoquinolin-3-yl)piperidin-4-yl)carbamate C(#N)C1=C(C=C(C=C1)C1=NC(=CC2=CC=C(C=C12)C1=C(C=CC=C1C(F)(F)F)F)N1CCC(CC1)NC(OC(C)(C)C)=O)F